2-((4-Oxo-3-phenethyl-3,4-dihydropteridin-2-yl)thio)-N-phenylacetamide O=C1N(C(=NC2=NC=CN=C12)SCC(=O)NC1=CC=CC=C1)CCC1=CC=CC=C1